C1(=CC=CC=C1)C(CC)CC 3-phenylpentan